CC=1C(=NC=C(C#N)C1)N1C(C=2C=C(C=NC2CC1([2H])[2H])NC=1C(=NC=CC1)C)([2H])[2H] 5-methyl-6-(3-((2-methylpyridin-3-yl)amino)-7,8-dihydro-1,6-naphthyridin-6(5H)-yl-5,5,7,7-d4)nicotinonitrile